tributyl-(6-pyrrolidin-1-ylpyrazin-2-yl)stannane C(CCC)[Sn](C1=NC(=CN=C1)N1CCCC1)(CCCC)CCCC